(R)-N-(3-((4-amino-1-methyl-1H-pyrazolo[3,4-d]pyrimidin-3-yl)ethynyl)-4-methylphenyl)-3-(3,5-difluorophenyl)isoxazolidin-2-carboxamide NC1=C2C(=NC=N1)N(N=C2C#CC=2C=C(C=CC2C)NC(=O)N2OCC[C@@H]2C2=CC(=CC(=C2)F)F)C